S(=O)(=O)(C1=CC=C(C)C=C1)O\N=C/1\C=2C=CC=NC2CCC1 (E)-7,8-dihydroquinolin-5(6H)-one O-tosyl oxime